2-oxoazetidine-1-carboximidamide O=C1N(CC1)C(N)=N